CN1C=C(C=2C1=NC=C(C2)NC(C=C)=O)C#CC2=C(C1=C(S2)C=CC=C1)C N-(1-Methyl-3-((3-methylbenzo[b]thiophen-2-yl)ethynyl)-1H-pyrrolo[2,3-b]pyridin-5-yl)acrylamide